1-(2-chloroacetyl)pyrrolidine-2-carbonitrile ClCC(=O)N1C(CCC1)C#N